O[C@@]1(C(N(CC1)C)=O)C1=CC(=NO1)C1=NC(=CC=C1)C1=NC(=NC=C1)SC (R)-3-hydroxy-1-methyl-3-(3-(6-(2-(methylthio)pyrimidin-4-yl)pyridin-2-yl)isoxazol-5-yl)pyrrolidin-2-one